thiopentane CCCCCS